CN1C(NC(C=C1C(F)(F)F)=O)=O 1-methyl-6-(trifluoromethyl)-1H-pyrimidine-2,4-dione